CC1=C2C=CC=NC2=CC=C1C(C)O 1-(5-methyl-6-quinolyl)ethanol